N-(4-(2,4-dioxotetrahydropyrimidin-1(2H)-yl)phenyl)-7-oxo-7-(piperidin-1-yl)heptylamide O=C1N(CCC(N1)=O)C1=CC=C(C=C1)[N-]CCCCCCC(N1CCCCC1)=O